C1(NCC2=CC=CC=C12)=O 2,3-DIHYDRO-ISOINDOLE-1-ON